ClC=1C(=NC=CC1C1=C(C(=CC=C1)NC1=C(C(=CC=C1)CN1CC(C1)CO)F)Cl)C1=CC(=C(CNC[C@H]2CCC(N2)=O)C=C1)OC (R)-5-(((4-(3-chloro-4-(2-chloro-3-((2-fluoro-3-((3-(hydroxymethyl)azetidin-1-yl)methyl)phenyl)amino)phenyl)pyridin-2-yl)-2-methoxybenzyl)amino)methyl)pyrrolidin-2-one